CN(C1CNCC1)C1(CC1)C1=CC=CC=C1 N-methyl-N-(1-phenylcyclopropyl)-3-pyrrolidinamine